2-ethoxysulfonyl-2-ethoxybenzenesulfonate C(C)OS(=O)(=O)C1(C(C=CC=C1)S(=O)(=O)[O-])OCC